(2s,3s,4r,5r)-5-(6-(benzylamino)-2-(2,6-dimethylpyridin-3-yl)-9H-purin-9-yl)-3,4-dihydroxy-N-methyltetrahydrofuran-2-carboxamide C(C1=CC=CC=C1)NC1=C2N=CN(C2=NC(=N1)C=1C(=NC(=CC1)C)C)[C@H]1[C@@H]([C@@H]([C@H](O1)C(=O)NC)O)O